FC1=CC=C(C=C1)N1N=C(C=C1)CC(=O)NC1=NNC(=C1)C(F)(F)F 2-[1-(4-fluorophenyl)-1H-pyrazol-3-yl]-N-[5-(trifluoromethyl)-1H-pyrazol-3-yl]acetamide